CC1=CC=C(C=C1)S(=O)(=O)O.CC1=CC=C(C=C1)S(=O)(=O)O.C(C1=CC=CC=C1)NCCNCC1=CC=CC=C1 N,N'-dibenzylethane-1,2-diamine bisp-toluenesulfonate salt